CN1N=C(C(=C1)C1=NC=CC(=N1)NC=1N=CC2=C(C=CC(=C2C1)C(C)C)N1[C@@H]([C@H](C1)C[N+](=O)[O-])C)C N-(2-(1,3-dimethyl-1H-pyrazol-4-yl)pyrimidin-4-yl)-5-isopropyl-8-((2R,3R)-2-methyl-3-(nitromethyl)azetidin-1-yl)isoquinolin-3-amine